5-(difluoromethoxy)-1H-benzoimidazole-2-thiol FC(OC1=CC2=C(NC(=N2)S)C=C1)F